NC1=NC=CC=C1C1=NC=2C(=NC(=CC2)C2=CC=CC=C2)N1C1=CC(=C(CNC(OC(C)(C)C)=O)C=C1)F tert-butyl (4-(2-(2-aminopyridin-3-yl)-5-phenyl-3H-imidazo[4,5-b]pyridin-3-yl)-2-fluorobenzyl)carbamate